5-chloro-2-(2-fluoro-4-pyridinyl)-4-[3-(trifluoromethyl)-6,8-dihydro-5H-[1,2,4]triazolo[4,3-a]pyrazin-7-yl]-1H-pyrimidin-6-one ClC1=C(N=C(NC1=O)C1=CC(=NC=C1)F)N1CC=2N(CC1)C(=NN2)C(F)(F)F